CN1N=CC(=C1)C(=O)N1CC2=C(C=C(C=C2CC1)C=1C=C2C(=NC1)NC=C2C)[C@H]2NCCC2 (S)-(1-methyl-1H-pyrazol-4-yl)(6-(3-methyl-1H-pyrrolo[2,3-b]pyridin-5-yl)-8-(pyrrolidin-2-yl)-3,4-dihydroisoquinolin-2(1H)-yl)methanone